ethyl 2-(acetylamino)-5-bromo-6-methoxy-1-benzothiophene-3-carboxylate C(C)(=O)NC=1SC2=C(C1C(=O)OCC)C=C(C(=C2)OC)Br